Methyl 2-[8-(2-chlorophenyl)-7-(4-chlorophenyl)-2,6-dioxo-2,3,6,7-tetrahydro-1H-purin-1-yl]acetate ClC1=C(C=CC=C1)C1=NC=2NC(N(C(C2N1C1=CC=C(C=C1)Cl)=O)CC(=O)OC)=O